1,4-dioxaspiro[4.5]decane-8-carbonitrile O1CCOC12CCC(CC2)C#N